O\N=C(/N)\C1CN(CC12CN(C2)C(=O)OC(C)(C)C)C(=O)OCC=C 6-allyl 2-(tert-butyl) (Z)-8-(N'-hydroxycarbamimidoyl)-2,6-diazaspiro[3.4]octane-2,6-dicarboxylate